N-(4-methoxybenzyl)-5-(4-methylphenyl)pyrazolo[1,5-a]pyrimidine-7-amine COC1=CC=C(CNC2=CC(=NC=3N2N=CC3)C3=CC=C(C=C3)C)C=C1